FC=1C=C(C=C(C1)F)C1(CC1)OCC(=O)N1CC2CCC(C1)N2C2=NC=C(C#N)C=C2 6-(3-(2-(1-(3,5-difluorophenyl)cyclopropoxy)acetyl)-3,8-diazabicyclo[3.2.1]octan-8-yl)nicotinonitrile